C(C)OC1=NC=CC(=C1)C1=CC2=C(N=C(S2)NC(=O)C2C[C@@H]3[C@@H](CN(C3)C)C2)C=C1 (3aR,5s,6aS)-N-(6-(2-ethoxypyridin-4-yl)benzo[d]thiazol-2-yl)-2-methyloctahydrocyclopenta[c]pyrrole-5-carboxamide